((Z)-4-((E)-2-(3-((E)-2-(4-cyano-5-(dicyanomethylene)-2,5-dihydrofuran-3-yl)vinyl)cyclohex-2-en-1-ylidene)ethylidene)-3-cyano-4,5-dihydrofuran-2-yl)dicyanomethanide C(#N)C1=C(COC1=C(C#N)C#N)/C=C/C1=C\C(\CCC1)=C\C=C/1\C(=C(OC1)[C-](C#N)C#N)C#N